[Mg+2].C(CCC\C=C/C\C=C/C\C=C/C\C=C/C\C=C/CC)OC(C(=O)[O-])CC.C(CCC\C=C/C\C=C/C\C=C/C\C=C/C\C=C/CC)OC(C(=O)[O-])CC 2-((5Z,8Z,11Z,14Z,17Z)-icosa-5,8,11,14,17-pentaenyloxy)butanoic acid, magnesium salt